N-{2-Chloro-4-[(5-chloro-thiophen-2-ylmethyl)-(methyl)amino]-phenyl}-2,2,2-trifluoroacetamide ClC1=C(C=CC(=C1)N(C)CC=1SC(=CC1)Cl)NC(C(F)(F)F)=O